4-amino-7-chloro-N-((5R)-2-cyano-5,8-dihydro-6H-pyrano[3,4-b]pyridin-5-yl)-N-methyl-1,3-dihydrofuro[3,4-c]quinoline-8-carboxamide NC1=NC=2C=C(C(=CC2C2=C1COC2)C(=O)N(C)[C@H]2COCC1=NC(=CC=C12)C#N)Cl